N-[(3R)-1-(4-{[(1S)-1-(3,5-difluorophenyl)ethyl]amino}-2-methylpyrido[3,4-d]pyrimidin-6-yl)pyrrolidin-3-yl]acetamide FC=1C=C(C=C(C1)F)[C@H](C)NC=1C2=C(N=C(N1)C)C=NC(=C2)N2C[C@@H](CC2)NC(C)=O